p-(2-vinyloxyethoxy)biphenyl C(=C)OCCOC1=CC=C(C=C1)C1=CC=CC=C1